BrC=1C=C2C=NN(C2=CC1)C1CCNCC1 5-bromo-1-(piperidin-4-yl)-1H-indazole